FC=1C=CC(=C(C1)C1=CC(=C(N=N1)NC1C[C@@H]2[C@@H](CN(C2)CC2CCOCC2)C1)C(F)(F)F)C (3aR,5s,6aS)-N-(6-(5-fluoro-2-methylphenyl)-4-(trifluoro-methyl)pyridazin-3-yl)-2-((tetrahydro-2H-pyran-4-yl)methyl)octahydro-cyclopenta[c]pyrrol-5-amine